CC1=C(N=C(S1)C1=CC=C(C=C1)B1OC(C(O1)(C)C)(C)C)O 5-Methyl-2-(4-(4,4,5,5-Tetramethyl-1,3,2-Dioxaborolan-2-yl)Phenyl)Thiazol-4-ol